2-acetyl-7-fluoro-naphtho[2,3-b]furan-4,9-dione C(C)(=O)C1=CC2=C(O1)C(C1=CC(=CC=C1C2=O)F)=O